o-sulfonylmethylbenzoate S(=O)(=O)=CC1=C(C(=O)[O-])C=CC=C1